4-(Z)-ethynylbenzene C(#C)C1=CC=CC=C1